ethyl 1-amino-4-bromo-5-methylpyrrole-2-carboxylate NN1C(=CC(=C1C)Br)C(=O)OCC